tert-butyl (R)-(2-hydroxybutyl)carbamate O[C@@H](CNC(OC(C)(C)C)=O)CC